(2S,3S,4S)-1-(tert-butoxycarbonyl)-4-fluoro-3-hydroxypyrrolidine-2-carboxylic acid C(C)(C)(C)OC(=O)N1[C@@H]([C@@H]([C@H](C1)F)O)C(=O)O